diethyl 2-(1-(8-bromo-2-oxo-1,2-dihydroquinolin-6-yl)-1-oxopropan-2-yl)malonate BrC=1C=C(C=C2C=CC(NC12)=O)C(C(C)C(C(=O)OCC)C(=O)OCC)=O